Cl\C(=C/C=O)\C1=CSC=C1 (Z)-3-CHLORO-3-(THIOPHEN-3-YL)ACRYLALDEHYDE